1-fluoro-2-hydroxy-10-methyl-5,6,8,9,10,11-hexahydro-7H-pyrido[3',4':4,5]pyrrolo[2,3-f]isoquinolin-7-one FC1=C(N=CC=2CCC3=C(C12)NC1=C3C(NCC1C)=O)O